C=C(C)N(C1=CC=CC=C1)C methylene(methylethylaniline)